3-(2-(((1S,3S)-3-aminocyclopentyl)amino)-5-(trifluoromethyl)pyrimidin-4-yl)-7-(dimethylphosphoryl)-1H-Indole-6-carbonitrile, formate salt C(=O)O.N[C@@H]1C[C@H](CC1)NC1=NC=C(C(=N1)C1=CNC2=C(C(=CC=C12)C#N)P(=O)(C)C)C(F)(F)F